2-bromonaphthalene-d7 (pentafluorophenyl)borate dioctadecyl-methyl-ammonium salt C(CCCCCCCCCCCCCCCCC)[NH+](C)CCCCCCCCCCCCCCCCCC.FC1=C(C(=C(C(=C1OB([O-])[O-])F)F)F)F.BrC1=C(C2=C(C(=C(C(=C2C(=C1[2H])[2H])[2H])[2H])[2H])[2H])[2H].C(CCCCCCCCCCCCCCCCC)[NH+](CCCCCCCCCCCCCCCCCC)C